FC(CN1C[C@H](CC1)CC(=O)O)(F)F ((R)-1-(2,2,2-trifluoroethyl)pyrrolidin-3-yl)acetic acid